NC=1C=C2C=NNC2=CC1 5-amino-1H-indazol